Cl.NC1=NC(=CC2=C1C(NN=C2)=O)N2CCC(CC2)CN 5-Amino-7-(4-(aminomethyl)piperidin-yl)pyrido[3,4-d]pyridazin-4(3H)-one HCl